(1R,2R)-1-(4-(methylthio)phenyl)-2-((phenylthio)methyl)but-3-en-1-ol CSC1=CC=C(C=C1)[C@@H]([C@@H](C=C)CSC1=CC=CC=C1)O